N1=COC=2C1=C1NC3=CC=CC=C3C1=CC2 10H-oxazolo[4,5-a]carbazole